1-methyl-3-(5-(4,4,5,5-tetramethyl-1,3,2-dioxaborolan-2-yl)pyridin-2-yl)urea CNC(=O)NC1=NC=C(C=C1)B1OC(C(O1)(C)C)(C)C